CN(CCC#N)C 3-(dimethylamino)propionitrile